CN1N=CC(=C1C)C1=NN=C(O1)C(=O)N1[C@H](C2=C(CC1)NC=N2)C2=NN1C(C(=CC=C1)F)=C2 (R)-(5-(1,5-dimethyl-1H-pyrazol-4-yl)-1,3,4-oxadiazol-2-yl)(4-(4-fluoropyrazolo[1,5-a]pyridin-2-yl)-6,7-dihydro-1H-imidazo[4,5-c]pyridin-5(4H)-yl)methanone